C[C@@H]1C[C@]2(N([C@@H](C1)C2)C(=O)NC2=CC(=C(C=C2)C)C=2N=NC=CN2)C2=NC(=NO2)C (1R,3S,5S)-3-methyl-1-(3-methyl-1,2,4-oxadiazol-5-yl)-N-(4-methyl-3-(1,2,4-triazin-3-yl)phenyl)-6-azabicyclo[3.1.1]heptane-6-carboxamide